O=C[C@@H](O)[C@@H](O)[C@H](O)[C@H](O)C(=O)OCCC propyl mannuronate